Ethyl 2-(6-bromo-4-chloro-7-fluoro-2H-indazol-2-yl)acetate BrC=1C=C(C2=CN(N=C2C1F)CC(=O)OCC)Cl